4-(5-chloro-2-methoxyphenyl)-6-methyl-N-(4,5,6,7-tetrahydrothiazolo[5,4-c]pyridin-2-yl)pyridine-3-carboxamide ClC=1C=CC(=C(C1)C1=C(C=NC(=C1)C)C(=O)NC=1SC=2CNCCC2N1)OC